calcium phospholactate P(=O)(=O)OC(C(=O)[O-])C.[Ca+2].P(=O)(=O)OC(C(=O)[O-])C